ClC1=C(C#N)C=C(C(=C1)OCC1=NNC(N1C)=O)C1=C(C=CC(=C1)OCC(F)(F)F)F 2-chloro-5-[2-fluoro-5-(2,2,2-trifluoro-ethoxy)phenyl]-4-[(4-methyl-5-oxo-1H-1,2,4-triazol-3-yl)methoxy]benzonitrile